C1(CC1)CC(=O)N1CC=2NC(=NC2C1)C1=NNC2=CC(=CC=C12)C1=C(C=C(C(=C1)F)O)CC 2-cyclopropyl-1-(2-(6-(2-ethyl-5-fluoro-4-hydroxyphenyl)-1H-indazol-3-yl)-4,6-dihydropyrrolo[3,4-d]imidazol-5(1H)yl)ethan-1-one